FC=1C=C(C=CC1OC1=C2C(=NC=C1)N(N=C2I)CC2=CC=C(C=C2)OC)NC(=O)C=2C(N(C=1CCCC(C1C2)=O)C2=CC=CC=C2)=O N-(3-fluoro-4-((3-iodo-1-(4-methoxybenzyl)-1H-pyrazolo[3,4-b]pyridin-4-yl)oxy)phenyl)-2,5-dioxo-1-phenyl-1,2,5,6,7,8-hexa-hydroquinoline-3-carboxamide